C(C)(C)(C)OC(NC=1C=CC(=C2C(=CNC12)C=O)C)=O (3-FORMYL-4-METHYL-1H-INDOL-7-YL)-CARBAMIC ACID TERT-BUTYL ESTER